1,3-dioxan-4-yl-methyl acrylate C(C=C)(=O)OCC1OCOCC1